tert-butyl 3-[[4-[6-(difluoromethyl)-5-(pyrazolo[1,5-a]pyrimidine-3-carbonylamino)indazol-2-yl]-1-piperidyl]methyl]-3-fluoro-azetidine-1-carboxylate FC(C=1C(=CC2=CN(N=C2C1)C1CCN(CC1)CC1(CN(C1)C(=O)OC(C)(C)C)F)NC(=O)C=1C=NN2C1N=CC=C2)F